ClC=1C(=C(C=CC1)N1N=C(C=C1)C(C)(C)O)CNC1=C2N=CN(C2=NC(=N1)Cl)C(C)C 2-[1-[3-chloro-2-[[(2-chloro-9-isopropyl-purin-6-yl)amino]methyl]phenyl]pyrazol-3-yl]propan-2-ol